(R)-N-(8,9-difluoro-6-oxo-1,4,5,6-tetrahydro-2H-pyrano[3,4-c]isoquinolin-1-yl)-6-fluoro-N-methylindolizine-2-carboxamide FC=1C(=CC=2C3=C(NC(C2C1)=O)COC[C@@H]3N(C(=O)C=3C=C1C=CC(=CN1C3)F)C)F